CNC1CCN(CC1)C1=CC=NC=C1 N-methyl-1-(4-pyridyl)piperidin-4-amine